5-[3-(oxazol-2-yl)phenyl]-1H-naphtho[1,2-b][1,4]diazepine-2,4(3H,5H)-dione O1C(=NC=C1)C=1C=C(C=CC1)N1C2=C(NC(CC1=O)=O)C1=CC=CC=C1C=C2